NC1=NC=NN2C1=C(C(=C2)C2=CC=C(C=C2)NC(C(=C)C)=O)C2=CC=C(C=C2)OC2=NC(=CC=C2)C N-[4-(4-amino-5-{4-[(6-methylpyridin-2-yl)oxy]phenyl}pyrrolo[2,1-f][1,2,4]triazin-6-yl)phenyl]-2-methylprop-2-enamide